C(C)(C)(C)OC(=O)N1[C@@H](C[C@@H](C1)C1=C(C(=CC=C1OC)Cl)Cl)CN(C(COC)=O)[C@@H](CC(=O)O)C (3R)-3-(N-[[(2S,4R)-1-(tert-butoxycarbonyl)-4-(2,3-dichloro-6-methoxyphenyl)pyrrolidin-2-yl]methyl]-2-methoxyacetamido)butanoic acid